C(=O)(O)C1=CC=2C(C3=CC(=CC=C3C(C2C=C1)=O)C(=O)O)=O 2,7-dicarboxyanthraquinone